NC=1C=C2C(OC(C2=CC1)=O)(C)O 5-amino-3-hydroxy-3-methylisobenzofuran-1(3H)-one